C(C1=CC=CC=C1)O[C@H]1[C@H]([C@@H](O[C@]1(CO)COCC1=CC=CC=C1)N1C=2N=CNC(C2N=C1)=O)O 9-[(2R,3R,4S,5R)-4-benzyloxy-5-(benzyloxymethyl)-3-hydroxy-5-(hydroxymethyl)-tetrahydrofuran-2-yl]-1H-purin-6-one